5-(2-(2-(benzyloxy)-4-ethoxyphenyl)-2-oxoethoxy)-2,2-dimethyl-2H-chromene-6-carbaldehyde C(C1=CC=CC=C1)OC1=C(C=CC(=C1)OCC)C(COC1=C2C=CC(OC2=CC=C1C=O)(C)C)=O